N-cyclopropyl-2-[3-[(trans)-2-[4-(pyrrolidin-1-ylmethyl)-2-pyridyl]vinyl]-1-tetrahydropyran-2-Ylindazol-6-yl]sulfanylbenzamide C1(CC1)NC(C1=C(C=CC=C1)SC1=CC=C2C(=NN(C2=C1)C1OCCCC1)\C=C\C1=NC=CC(=C1)CN1CCCC1)=O